6-chloro-7-fluoro-2,3-bis(trifluoromethyl)quinoxaline ClC=1C=C2N=C(C(=NC2=CC1F)C(F)(F)F)C(F)(F)F